N-(4-methoxybenzyl)-4-(4-vinyl-phenyl)phthalazin-1-amine COC1=CC=C(CNC2=NN=C(C3=CC=CC=C23)C2=CC=C(C=C2)C=C)C=C1